(2-(7-methylbenzo[d]isoxazol-3-yl)propan-2-yl)-2-(1-methylpiperidin-2-yl)acetamide CC1=CC=CC=2C(=NOC21)C(C)(C)C(C(=O)N)C2N(CCCC2)C